C(C)N(CC)CC=1C=CC(=NC1)/C=C/C1=NN(C2=CC(=CC=C12)SC1=C(C(=O)NC)C=CC=C1F)C1OCCCC1 2-[3-[(trans)-2-[5-(diethylaminomethyl)-2-pyridyl]vinyl]-1-tetrahydropyran-2-yl-indazole-6-yl]sulfanyl-3-fluoro-N-methyl-benzamide